7-ethyl-3H-benzimidazole-5-carboxylic acid C(C)C1=CC(=CC2=C1N=CN2)C(=O)O